NC=1C=NC=C(C1C1=CC(=C(C(=O)NC=2C=NC(=C(C2)C#C)N2N=CC=N2)C=C1F)Cl)C#C 4-(3-Amino-5-ethynylpyridin-4-yl)-2-chloro-N-(5-ethynyl-6-(2H-1,2,3-triazol-2-yl)pyridine-3-yl)-5-fluorobenzamide